3-(hexyloxy)-4-(1-methyl-1,2,5,6-tetrahydropyridin-3-yl)-1,2,5-thiadiazole C(CCCCC)OC1=NSN=C1C=1CN(CCC1)C